FC1(CCN(CC1)C1=NC=CC(=N1)C=1C=NN(C1)C1=C(C=C(C=C1)NS(=O)(=O)CC(=O)OC)N1CCC2(CC2)CC1)F methyl 2-(N-(4-(4-(2-(4,4-difluoropiperidin-1-yl)pyrimidin-4-yl)-1H-pyrazol-1-yl)-3-(6-azaspiro[2.5]octan-6-yl)phenyl)sulfamoyl)acetate